NC=1C(=NC=CC1N[C@H]1CN(CCC1)C(=O)OC(C)(C)C)Cl tert-butyl (R)-3-((3-amino-2-chloropyridin-4-yl)amino)piperidine-1-carboxylate